ClC1=NC(=NC(=N1)N(CCCCCCCCCCCCCCCCCC)CCCCCCCCCCCCCCCCCC)N(CCCCCCCCCCCCCCCCCC)CCCCCCCCCCCCCCCCCC 2-Chloro-4,6-di[N,N-di(n-octadecyl)amino]-1,3,5-triazine